COC=1CCCCC(N1)C 7-Methoxy-2-methyl-3,4,5,6-tetrahydro-2H-azepine